6-(4-(3-chloro-4-fluorophenyl)-1-((3-methyloxetan-3-yl)methyl)-1H-imidazol-5-yl)imidazo[1,2-b]pyridazine-3-carbonitrile ClC=1C=C(C=CC1F)C=1N=CN(C1C=1C=CC=2N(N1)C(=CN2)C#N)CC2(COC2)C